1-(N-piperidinyl)-3-methylenehept-4,6-diene N1(CCCCC1)CCC(C=CC=C)=C